C(CCCCCCCCCCCCCCCCCCCCCCCC)(=O)[O-] Pentacosanoate